benzyl (1S,2R,6S)-2-(4-bromophenyl)-6-((4-isopropylphenyl)carbamoyl)cyclohexane-1-carboxylate BrC1=CC=C(C=C1)[C@H]1[C@@H]([C@H](CCC1)C(NC1=CC=C(C=C1)C(C)C)=O)C(=O)OCC1=CC=CC=C1